FC1CC(NC1)C(=O)NC1=NC(=CC=C1)OC 4-fluoro-N-(6-methoxypyridin-2-yl)pyrrolidine-2-carboxamide